2-(5-(2-(difluoromethoxy)ethoxy)-1H-indol-3-yl)-N,N-dimethyl-2-oxoacetamide FC(OCCOC=1C=C2C(=CNC2=CC1)C(C(=O)N(C)C)=O)F